[2-(aminomethyl)-3,3-difluoro-allyl]-4-[[5-(5-methyl-3,4-dihydro-2H-1,4-benzoxazin-6-yl)-2-thienyl]methyl]-1,2,4-triazol-3-one trifluoroacetate salt FC(C(=O)O)(F)F.NCC(CC=1N(C(NN1)=O)CC=1SC(=CC1)C=1C=CC2=C(NCCO2)C1C)=C(F)F